C(C)OC(=O)[C@@H]1[C@@H]2CC[C@H]([C@H]12)O.N1C=C(C2=CC=CC=C12)C=1C=C(C=CC1)NS(=O)(=O)C1=CC=C(C=C1)OCCCN1CCN(CC1)C |&1:5| N-(3-(1H-indol-3-yl)phenyl)-4-(3-(4-methylpiperazin-1-yl)propoxy)benzenesulfonamide (±)-Ethyl-(1S,2R,5R)-2-hydroxybicyclo[3.1.0]hexane-6-carboxylate